3-Fluoro-4-(4-((5-(hydroxymethyl)pyridin-2-yl)thio)piperidin-1-yl)benzonitrile FC=1C=C(C#N)C=CC1N1CCC(CC1)SC1=NC=C(C=C1)CO